(aminomethyl)-3-methyl-7-cyano-3,4-dihydrospiro[benzo[d][1,2]thiazine-1,1'-cyclopropane]-2,2-dioxide NCC1C2(C1)C1=C(CN(S2(=O)=O)C)C=CC(=C1)C#N